(4R,4'R,5S,5'S)-2,2'-(1,3-diphenylpropane-2,2-diyl)bis(4,5-diphenyl-4,5-dihydrooxazole) C1(=CC=CC=C1)CC(CC1=CC=CC=C1)(C=1O[C@H]([C@H](N1)C1=CC=CC=C1)C1=CC=CC=C1)C=1O[C@H]([C@H](N1)C1=CC=CC=C1)C1=CC=CC=C1